FC1(CCN(CC1)C1=C(C(=O)O)C=CC(=C1)NC(C1=C(C=C(C=C1)NS(=O)(=O)CC)N1CCC2(CC2)CC1)=O)F 2-(4,4-difluoropiperidin-1-yl)-4-(4-(ethylsulfonamido)-2-(6-azaspiro[2.5]octan-6-yl)benzamido)benzoic acid